Sodium Sulfoacetate S(=O)(=O)(O)CC(=O)[O-].[Na+]